hexylaminocarbonyl-oxocholesterol C(CCCCC)NC(=O)C(C(C)CCC[C@@H](C)[C@H]1CC[C@H]2[C@@H]3CC=C4C[C@@H](O)CC[C@]4(C)[C@H]3CC[C@]12C)=O